1-methylBenzyl benzoate C(C1=CC=CC=C1)(=O)OCC1(CC=CC=C1)C